1-(4-cyanophenyl)-3-[2-hydroxy-1-(3-phenyl-1,2,4-oxadiazol-5-yl)-ethyl]urea C(#N)C1=CC=C(C=C1)NC(=O)NC(CO)C1=NC(=NO1)C1=CC=CC=C1